cis-3-(4-methylphenoxy)cyclobutyl 6-oxo-7-oxa-2,5-diazaspiro[3.4]octane-2-carboxylate O=C1NC2(CN(C2)C(=O)O[C@@H]2C[C@@H](C2)OC2=CC=C(C=C2)C)CO1